NC=1C(=NC(=CN1)B1OC(C(O1)(C)C)(C)C)C(=O)NC1=NC=CC=C1N1CCC(CC1)NC(OC(C)(C)C)=O tert-butyl (1-(2-(3-amino-6-(4,4,5,5-tetramethyl-1,3,2-dioxaborolan-2-yl)pyrazine-2-carboxamido)pyridin-3-yl)piperidin-4-yl)carbamate